BrC1=C(N=C2N(C1=O)C=CS2)N[C@H]2CN(C[C@H](C2)C2=CC=C(C=C2)OCCN2CCNCC2)C 6-Bromo-7-[[(3R,5R)-1-methyl-5-[4-(2-piperazin-1-ylethoxy)phenyl]-3-piperidyl]amino]thiazolo[3,2-a]pyrimidin-5-one